1-[3-(benzyloxy)-1H-pyrazol-1-yl]ethanone C(C1=CC=CC=C1)OC1=NN(C=C1)C(C)=O